ClC=1C=NC=C(C1[C@@H](C)OC=1C=C2C(=NNC2=CC1)C=1C=C(C(=NC1)N1C[C@H](CC1)C(C)(C)O)C#N)Cl 5-[5-[(1R)-1-(3,5-dichloro-4-pyridyl)ethoxy]-1H-indazol-3-yl]-2-[(3S)-3-(1-hydroxy-1-methyl-ethyl)pyrrolidin-1-yl]pyridine-3-carbonitrile